BrC=1C(=C(C=CC1)NC(=O)C1=C(C=C(CN(C(OC(C)(C)C)=O)CCO)C=C1)F)C tert-butyl 4-((3-bromo-2-methylphenyl)carbamoyl)-3-fluorobenzyl(2-hydroxyethyl)carbamate